C(C)(C)(C)[Si](OC=1C=C(C=C(C1)O[Si](C)(C)C(C)(C)C)CO)(C)C [3,5-di-(tert-butyl-dimethyl-siloxy)-phenyl]-methanol